methyl 2-(4,4-difluoropiperidin-1-yl)-4-(4-iodo-2-(6-azaspiro[2.5]octane-6-yl)benzamido)benzoate FC1(CCN(CC1)C1=C(C(=O)OC)C=CC(=C1)NC(C1=C(C=C(C=C1)I)N1CCC2(CC2)CC1)=O)F